ONC(CCCCCCCCN1C(N\C(\C1=O)=C/C1=C(C=CC=C1)OC)=O)=O (Z)-N-hydroxy-9-(4-(2-methoxybenzylidene)-2,5-dioxoimidazolidin-1-yl)nonanamide